N1=C(C=CC=C1)CN1C(CCC1)=O (pyridin-2-ylmethyl)pyrrolidin-2-one